C(CC\C=C\C=C\CCC\C=C/CCCC)=O (E,E,Z)-4,6,11-Hexadecatrienal